(S)-3-(4-benzylpiperazin-1-yl)-2-methylpropan-1-ol C(C1=CC=CC=C1)N1CCN(CC1)C[C@@H](CO)C